CC(C(C(C)O)O)C 4-methyl-2,3-pentanediol